N-[2-[(3S)-3-aminopyrrolidin-1-yl]-2-oxo-ethyl]-4-[[3-[1-(cyanomethyl)-3-(trifluoromethyl)pyrazol-4-yl]imidazo[1,2-a]pyrazin-8-yl]amino]-2-ethyl-benzamide formate C(=O)O.N[C@@H]1CN(CC1)C(CNC(C1=C(C=C(C=C1)NC=1C=2N(C=CN1)C(=CN2)C=2C(=NN(C2)CC#N)C(F)(F)F)CC)=O)=O